(13C)formaldehyde [13CH2]=O